FC(C=1C(=C(C=CC1)[C@@H](C)NC1=NN(C(C=2C1=CN(C(C2OC2CC(C2)F)=O)C2(CC2)C(F)F)=O)C)F)F 4-(((R)-1-(3-(difluoromethyl)-2-fluorophenyl)ethyl)amino)-6-(1-(difluoromethyl)cyclopropyl)-8-((1r,3R)-3-fluorocyclobutoxy)-2-methylpyrido[3,4-d]pyridazine-1,7(2H,6H)-dione